3-(5-chloro-2-hydroxy-4-methyl-phenyl)-N-(2-hydroxyethyl)benzamide ClC=1C(=CC(=C(C1)C=1C=C(C(=O)NCCO)C=CC1)O)C